C(=O)(O)CCCCCCCCCC[SiH2]O[SiH2]O[SiH3].[Zn] Zinc Carboxydecyl-Trisilox-ane